tert-butyl (4'-fluoro-3-nitro-[1,1'-biphenyl]-4-yl)carbamate FC1=CC=C(C=C1)C1=CC(=C(C=C1)NC(OC(C)(C)C)=O)[N+](=O)[O-]